(4-Chlorobenzyl)Trimethylammonium Chloride [Cl-].ClC1=CC=C(C[N+](C)(C)C)C=C1